3,5-difluoro-4-methylphenylboronic acid FC=1C=C(C=C(C1C)F)B(O)O